FC=1C=C2C=C(NC2=CC1)C(=O)N(C)[C@H]1COCC=2NC(C=3C=C(C=CC3C21)F)=O |r| Racemic-5-fluoro-N-(8-fluoro-6-oxo-1,4,5,6-tetrahydro-2H-pyrano[3,4-c]isoquinolin-1-yl)-N-methyl-1H-indole-2-carboxamide